NC1=C(C(=NN1C1=NC=C(C=C1)C(F)(F)F)C1=CC=C(C=C1)CNC(C1=C(C=CC=C1)OC)=O)C#N N-[[4-[5-amino-4-cyano-1-[5-(trifluoromethyl)-2-pyridinyl]pyrazol-3-yl]phenyl]methyl]-2-methoxy-benzamide